trans-3-(aminomethyl)-1-benzyl-3-hydroxypiperidine-4-carboxylic acid ethyl ester C(C)OC(=O)[C@H]1[C@@](CN(CC1)CC1=CC=CC=C1)(O)CN